(2E)-9,10-bis(2H3)methoxy-2-[(2,4,6-trimethylphenyl)imino]-3H,6H,7H-pyrimido[4,3-a]isoquinolin-4-one C(OC=1C=C2CCN3C(C2=CC1OC([2H])([2H])[2H])=C\C(\NC3=O)=N/C3=C(C=C(C=C3C)C)C)([2H])([2H])[2H]